N[C@H](C(=O)OCC1=CC=CC=C1)C (2S)-benzyl 2-aminopropionate